O1CCOC12CCN(CC2)C([C@@H](CC=2C=C1C=NNC1=CC2)NC(=O)N2CCC(CC2)N2C(NC1=CC=CC=C1C2)=O)=O |r| (±)-4-(2-Oxo-1,4-dihydro-2H-quinazolin-3-yl)-piperidine-1-carboxylic acid [2-(1,4-dioxa-8-aza-spiro[4.5]dec-8-yl)-1-(1H-indazol-5-ylmethyl)-2-oxo-ethyl]-amide